Methyl 4-bromo-2-(2-(2-(2-(diethoxyphosphoryl)-N-methylacetamido)-acetamido)ethoxy)benzoate BrC1=CC(=C(C(=O)OC)C=C1)OCCNC(CN(C(CP(=O)(OCC)OCC)=O)C)=O